C(C)C(CN1C(=C(C(C2=C(C=C(C=C12)O)O)=O)O)C1=CC(=C(C(=C1)O)O)O)CCCC N-(2-ethylhexyl)-2-(3,4,5-trihydroxyphenyl)-3,5,7-trihydroxyquinolin-4-one